C(\C=C/C(=O)O)(=O)O.C(CO)O ethylene glycol maleat